FC=1C=C(C=C(C1)F)[C@H](C)NC1=CC(N(C(N1)=O)C(C)C)=O (S)-6-((1-(3,5-difluorophenyl)ethyl)amino)-3-isopropylpyrimidine-2,4(1h,3h)-dione